CC1=CC(=NN1)NC1=NC=C2C=CC=NC2=C1 7-((5-methyl-1H-pyrazol-3-yl)amino)-1,6-naphthyridine